C1(=CC=CC=C1)OB(O)[2H] phenylboronic acid-d